CON(C(CCCC(=O)OCCCCC(CCCCCCCCCC)CCCCCCCCCC)=O)C 5-Decylpentadecyl 5-(Methoxy(Methyl)Amino)-5-Oxopentanoate